(E)-2-cyclopentyl-5-(2-fluoro-styryl)-1,3-benzenediol C1(CCCC1)C1=C(C=C(C=C1O)\C=C\C1=C(C=CC=C1)F)O